C(#N)C1=CC=C(C=C1)CCC(=O)O 3-(4-cyanophenyl)propionic acid